1-[3-chloro-2-fluoro-5-(trifluoromethyl)phenyl]-3-[(1S)-1-(2-pyrimidin-2-yl-1,2,4-triazol-3-yl)ethyl]urea ClC=1C(=C(C=C(C1)C(F)(F)F)NC(=O)N[C@@H](C)C=1N(N=CN1)C1=NC=CC=N1)F